C(C)(=O)N1C(CC(C2=CC(=CC=C12)F)C)(C)C 1-acetyl-6-fluoro-2,2,4-trimethyl-1,2,3,4-tetrahydroquinoline